C1C2C(CC3CCCC=C13)C(=O)OC2=O octahydronaphthalene-2,3-dicarboxylic acid anhydride